(2S,3R,5R)-3-(((2-chloro-3,4-dihydroxybenzoyl)oxy)methyl)-3-methyl-7-oxo-4-thia-1-azabicyclo[3.2.0]heptane-2-carboxylic acid 4,4-dioxide ClC1=C(C(=O)OC[C@]2([C@@H](N3C(C[C@H]3S2(=O)=O)=O)C(=O)O)C)C=CC(=C1O)O